(3-(trimethylammonio)propyl)quinolin-1-ium C[N+](CCC[N+]1=CC=CC2=CC=CC=C12)(C)C